6-[4-((1,1-dimethylethyl)aminocarbonyl)phenylamino]-1,3,5-triazine CC(C)(C)NC(=O)C1=CC=C(C=C1)NC1=NC=NC=N1